hexanediol bis[3-(3,5-di-tert-butyl-4-hydroxyphenyl) propionate] C(C)(C)(C)C=1C=C(C=C(C1O)C(C)(C)C)CCC(=O)OC(CCCCC)OC(CCC1=CC(=C(C(=C1)C(C)(C)C)O)C(C)(C)C)=O